NC1=NC=CC(=C1F)CC=1C(=C(C(=C(C(=O)N)C1)NC1=C(C=C(C=C1)I)F)F)F 5-((2-amino-3-fluoropyridin-4-yl)methyl)-3,4-difluoro-2-((2-fluoro-4-iodophenyl)amino)benzoylAmine